2,2-bis(3,4-dimethylphenyl)tetrachlorodifluoropropane CC=1C=C(C=CC1C)C(C(F)(F)Cl)(C(Cl)(Cl)Cl)C1=CC(=C(C=C1)C)C